rac-spiro[bicyclo[2.2.1]heptane-2,3'-bicyclo[3.1.0]hexan]-3-one C12CC3(CC2C1)C1CCC(C3=O)C1